[Br-].S1C(=CC=C1)C(=N)N thiopheneformamidine bromide salt